(S)-methyl 2-(3-amino-2,6-dichlorobenzamido)-3-(3-((R)-2,3-dihydro-1H-inden-1-yl)ureido)propanoate NC=1C(=C(C(=O)N[C@H](C(=O)OC)CNC(=O)N[C@@H]2CCC3=CC=CC=C23)C(=CC1)Cl)Cl